3-cycloheptylquinazolin-4(3H)-one C1(CCCCCC1)N1C=NC2=CC=CC=C2C1=O